1-phenyl-6,7-dimethoxyisochroman tert-butyl-(2R,3S)-3-{[6-(cyclopropylcarbamoyl)-2-fluoropyridin-3-yl]oxy}-2-methylazetidine-1-carboxylate C(C)(C)(C)OC(=O)N1[C@@H]([C@H](C1)OC=1C(=NC(=CC1)C(NC1CC1)=O)F)C.C1(=CC=CC=C1)C1OCCC2=CC(=C(C=C12)OC)OC